tert-butyl 5-methoxy-4-((5-(4-(methoxycarbonyl)-2-nitrophenyl)-6-azaspiro[2.5]octan-6-yl)methyl)-7-methyl-1H-indole-1-carboxylate COC=1C(=C2C=CN(C2=C(C1)C)C(=O)OC(C)(C)C)CN1C(CC2(CC2)CC1)C1=C(C=C(C=C1)C(=O)OC)[N+](=O)[O-]